FC=1C=C(C=C(C1)F)C1CC=NN1C(=O)C1CCN(C2(CC2)C1)C1=CC(=NC=N1)C#N 6-(7-(5-(3,5-difluorophenyl)-4,5-dihydro-1H-pyrazole-1-carbonyl)-4-azaspiro[2.5]oct-4-yl)pyrimidine-4-carbonitrile